O=S1(N(CCC1)CCCCN1C(=NC=2C(=NC=3C=C(C=CC3C21)C2=CC=NC=C2)N)COCC)=O 1-[4-(1,1-dioxidoisothiazolidin-2-yl)butyl]-2-ethoxymethyl-7-(pyridin-4-yl)-1H-imidazo[4,5-c]quinolin-4-amine